FC=1C=C(C(=O)[O-])C=C(C1)NCC1OCC1 3-fluoro-5-((oxetan-2-ylmethyl)amino)benzoate